4-(2-(2,5-dimethyl-1,2,3,4-tetrahydroisoquinolin-7-yl)-5H-pyrrolo[2,3-b]pyrazin-7-yl)-N-(2-hydroxy-2-methylpropyl)-N-methylbenzamide CN1CC2=CC(=CC(=C2CC1)C)C=1N=C2C(=NC1)NC=C2C2=CC=C(C(=O)N(C)CC(C)(C)O)C=C2